6-(2-(tert-butoxy)pyridin-4-yl)-(7-fluoro-2,2-dimethyl-1,2,3,4-tetrahydronaphthalin-1-yl)carbamat C(C)(C)(C)OC1=NC=CC(=C1)C=1C=C2CCC(C(C2=CC1F)NC([O-])=O)(C)C